4-[1-(3,4-dimethoxyphenyl)ethyl]resorcinol COC=1C=C(C=CC1OC)C(C)C1=C(C=C(O)C=C1)O